O1C(CCCC1)N1N=CC2=CC=C(C=C12)C(=O)O 1-tetrahydropyran-2-ylindazole-6-carboxylic acid